N1=C(C=CC=C1)C=1NC2=CC=CC=C2C1 2-(2-pyridinyl)-1H-indole